C(C)N1CCN(CC1)CC N',N-diethylpiperazine